C(C([2H])[2H])(=O)O acetic acid-2,2-d2